3,3-dimethyl-7-oxo-6-(2-((Z)-4-oxo-2-(((E)-1-(p-tolyl)ethylidene)hydrazineylidene)thiazolidin-5-yl)acetamido)-4-thia-1-azabicyclo[3.2.0]heptane-2-carboxylic acid CC1(C(N2C(C(C2S1)NC(CC1C(N/C(/S1)=N/N=C(\C)/C1=CC=C(C=C1)C)=O)=O)=O)C(=O)O)C